(4'-naphthalen-2-yl-biphenyl-4-yl)-phenyl-amine C1=C(C=CC2=CC=CC=C12)C1=CC=C(C=C1)C1=CC=C(C=C1)NC1=CC=CC=C1